C(C1=CC=CC=C1)OC=1C(C(=CN2N(CN(C(C21)=O)[C@H](C=C)CF)C(C=C)C)C(=O)NCC2=C(C=C(C=C2)F)F)=O 5-benzyloxy-N-[(2,4-difluorophenyl)methyl]-3-[(1R)-1-(fluoromethyl)allyl]-1-(1-methylallyl)-4,6-dioxo-2H-pyrido[2,1-f][1,2,4]Triazine-7-carboxamide